5-iodo-8-aminoquinoline IC1=C2C=CC=NC2=C(C=C1)N